(±)-trans-N-(8-amino-6-(4-methyl-2-oxooxazol-3(2H)-yl)isoquinolin-3-yl)-2-cyanocyclopropanecarboxamide NC=1C=C(C=C2C=C(N=CC12)NC(=O)[C@H]1[C@@H](C1)C#N)N1C(OC=C1C)=O |r|